NC(CC(=O)O)C(NCCOC(C(C)C)=O)=O 3-amino-3-({2-[(2-methylpropanoyl)oxy]ethyl}carbamoyl)propanoic acid